N(=C=O)C1CC(CC(C1)(C)CCCCN=C=O)(C)C 5-isocyanato-(4-isocyanatobut-1-yl)-1,3,3-tri-methylcyclohexane